C(#N)[C@H](C[C@H]1C(NCC1)=O)NC(=O)[C@@H]1[C@H]2[C@]([C@H]2CN1C([C@@H](NC(C(F)(F)F)=O)C(C)(C)C)=O)(C)CO (1R,2S,5S,6R)-N-{(1S)-1-cyano-2-[(3S)-2-oxopyrrolidin-3-yl]ethyl}-6-(hydroxymethyl)-6-methyl-3-(3-methyl-N-(trifluoroacetyl)-L-valyl)-3-azabicyclo[3.1.0]hexane-2-carboxamide